methyl (S)-4-(4-((benzyloxy)carbonyl)-3-(cyanomethyl)piperazin-1-yl)-5,6,7,8-tetrahydropyrido[3,4-d]pyrimidine-2-carboxylate C(C1=CC=CC=C1)OC(=O)N1[C@H](CN(CC1)C=1C2=C(N=C(N1)C(=O)OC)CNCC2)CC#N